N1=CC=C2N1C=C(C=N2)C2=C(C1=C(NC3=C(C=CC=C13)N)N=C2)N 3-pyrazolo[1,5-a]pyrimidin-6-yl-9H-pyrido[2,3-b]indole-4,8-diamine